N-pentenoyl-threonine tert-butyl-(S)-4-(3-(3,6-dihydro-2H-pyran-4-yl)-1-(3-nitrophenyl)-1H-pyrazolo[3,4-d]pyrimidin-4-yl)-3-methylpiperazine-1-carboxylate C(C)(C)(C)[C@@H]1N(CCN(C1C)C1=C2C(=NC=N1)N(N=C2C=2CCOCC2)C2=CC(=CC=C2)[N+](=O)[O-])C(=O)O[C@@H]([C@H](NC(C=CCC)=O)C(=O)O)C